C(C)(C)(C)OC(=O)NCC1(CC1)COC1=C(C(=O)OC)C=C(C=C1)F methyl 2-((1-(((tert-butoxycarbonyl) amino) methyl) cyclopropyl) methoxy)-5-fluorobenzoate